2-(1-methylacrid-3-yl)-1H-pyrrole CC1=CC(=CC2=NC3=CC=CC=C3C=C12)C=1NC=CC1